OCC1=C(C=NC=C1N1C(C=2C=C3CCCCN3C2CC1)=O)C1=CN(C(C(=C1)NC1=NC=C(C=C1)N1CCN(CC1)C1COC1)=O)C 2-{4-Hydroxymethyl-1'-methyl-5'-[5-(4-oxetan-3-yl-piperazin-1-yl)-pyridin-2-ylamino]-6'-oxo-1',6'-dihydro-[3,3']bipyridinyl-5-yl}-2,3,5,6,7,8-hexahydro-4H-2,4b-diaza-fluoren-1-one